BrC[Si](C)(C)C (bromomethyl)trimethyl-silane